2,4-Dithiapentane CSCSC